C(C1=CC=CC=C1)OC(=O)N1[C@H](CN(CC1)C=1C2=C(N=C(N1)O[C@H](C)C1=CC=NC=C1)CN(C2)C(=O)OC(C)(C)C)CC#N tert-butyl 4-((S)-4-((benzyloxy) carbonyl)-3-(cyanomethyl) piperazin-1-yl)-2-((R)-1-(pyridin-4-yl) ethoxy)-5,7-dihydro-6H-pyrrolo[3,4-d]pyrimidine-6-carboxylate